C(C)(=O)OC1C(CCCC1)C(C)(C)C (2-tert-butylcyclohexyl) acetate